4-(sec-butyl)-N-(6-methyl-5-(7-(methylamino)-1,6-naphthyridin-3-yl)pyridin-3-yl)picolinamide trans-tert-butyl-2-(4-aminocyclohexyl)acetate C(C)(C)(C)OC(C[C@@H]1CC[C@H](CC1)N)=O.C(C)(CC)C1=CC(=NC=C1)C(=O)NC=1C=NC(=C(C1)C=1C=NC2=CC(=NC=C2C1)NC)C